C(CC)N(N)C#N 1-propylhydrazinecarbonitrile